C1CC(=O)N(C1=O)OC(=O)C2=CC=C(C=C2)N=[N+]=[N-] N-Hydroxysuccinimidyl-4-azidobenzoate